FCCCC=1C(=NON1)C(=O)O 4-(3-fluoropropyl)-1,2,5-oxadiazole-3-carboxylic acid